(R,E)-N-(4-(3-((5-chloro-4-methoxypyrimidin-2-yl)amino)pyrrolidine-1-carbonyl)-2-fluorophenyl)-4-(dimethylamino)but-2-enamide ClC=1C(=NC(=NC1)N[C@H]1CN(CC1)C(=O)C1=CC(=C(C=C1)NC(\C=C\CN(C)C)=O)F)OC